1,5-bis(2,3-dibromo-4-hydroxy-5-methoxyphenyl)penta-1,4-dien-3-one tert-Butyl-5-(hydroxymethyl)-1,4-diazepane-1-carboxylate C(C)(C)(C)OC(=O)N1CCNC(CC1)CO.BrC1=C(C=C(C(=C1Br)O)OC)C=CC(C=CC1=C(C(=C(C(=C1)OC)O)Br)Br)=O